ClC=1C=C2C(=CC1)N(C(C21CCN(CC1)CCOC=1C=NC=2N(C(CCC2C1)=O)CC(C)(C)O)=O)C([2H])([2H])[2H] 5-chloro-1'-(2-{[8-(2-hydroxy-2-methylpropyl)-7-oxo-5,6,7,8-tetrahydro-1,8-naphthyridin-3-yl]oxy}ethyl)-1-(2H3)methyl-1,2-dihydrospiro[indole-3,4'-piperidin]-2-one